5-Amino-3-[4-(4,4,5,5-tetramethyl-1,3,2-dioxaborolan-2-yl)phenyl]-1-[2,2,2-trifluoro-1-(trideuteriomethyl)ethyl]pyrazole-4-carbonitrile NC1=C(C(=NN1C(C(F)(F)F)C([2H])([2H])[2H])C1=CC=C(C=C1)B1OC(C(O1)(C)C)(C)C)C#N